Tert-butyl-((7R)-2-(2-(6-bromo-1-(cyclopropylmethyl)-1H-indol-2-yl)-4-methoxy-3-methylbenzofuran-6-carbonyl)-2-azabicyclo[2.2.1]hept-7-yl) carbamate C(N)(O[C@H]1C2(N(CC1CC2)C(=O)C2=CC1=C(C(=C(O1)C=1N(C3=CC(=CC=C3C1)Br)CC1CC1)C)C(=C2)OC)C(C)(C)C)=O